6-(4-(1,4-dimethyl-1H-pyrazol-5-yl)-2-fluorobenzyl)-N-((3R,4S)-3-hydroxytetrahydro-2H-pyran-4-yl)-5-oxo-5,6-dihydroimidazo[1,2-c]pyrimidine-8-carboxamide CN1N=CC(=C1C1=CC(=C(CN2C(N3C(C(=C2)C(=O)N[C@@H]2[C@H](COCC2)O)=NC=C3)=O)C=C1)F)C